tert-Butyl 3-(4-(1,1-difluoro-2-hydroxypropan-2-yl)-7-(thiazol-2-yl)benzo[d]oxazol-2-yl)-3,6-diazabicyclo[3.1.1]heptane-6-carboxylate FC(C(C)(O)C1=CC=C(C2=C1N=C(O2)N2CC1N(C(C2)C1)C(=O)OC(C)(C)C)C=1SC=CN1)F